N-(3-chloro-5-methanesulfonamidophenyl)-4-(pyridin-3-yl)thiophene-2-carboxamide ClC=1C=C(C=C(C1)NS(=O)(=O)C)NC(=O)C=1SC=C(C1)C=1C=NC=CC1